CC1=CC=C(C=C1)C(CC)O 4-methylphenylpropanol